4-(2-Methoxyphenyl)-6-methyl-N-(6-oxo-4,5,6,7-tetrahydrobenzo[d]thiazol-2-yl)nicotinamide COC1=C(C=CC=C1)C1=CC(=NC=C1C(=O)NC=1SC2=C(N1)CCC(C2)=O)C